NC=1C=C(COCC2=CC=CC(=N2)NC(OC(C)(C)C)=O)C=C(C1OC)C1=NN(C=N1)C Tert-butyl (6-(((3-amino-4-methoxy-5-(1-methyl-1H-1,2,4-triazol-3-yl)benzyl)oxy)methyl)pyridin-2-yl)carbamate